4-bromo-2,3-difluoro-N-(2-hydroxyethyl)benzenesulfonamide BrC1=C(C(=C(C=C1)S(=O)(=O)NCCO)F)F